FC=1C=C(C=CC1OC1=CC=NC2=CC(=C(C=C12)OC)OCCCN1CC(C1)F)NC(=O)C1=C2C(=CN(C1=O)C1=CC=C(C=C1)F)CCO2 N-[3-fluoro-4-({7-[3-(3-fluoroazetidin-1-yl)propoxy]-6-methoxyquinolin-4-yl}oxy)phenyl]-5-(4-fluorophenyl)-6-oxo-2,3,5,6-tetrahydrofuro[3,2-c]pyridine-7-carboxamide